tert-butyl (S)-4-(4-hydroxyphenyl)-5-oxooxazolidine-3-carboxylate OC1=CC=C(C=C1)[C@@H]1N(COC1=O)C(=O)OC(C)(C)C